(4-([1,2,4]triazolo[1,5-a]pyridin-7-yloxy)-3-methylphenyl)-5-(3-(methylamino)pyrrolidin-1-yl)pyrrolo[2,1-f][1,2,4]triazin-4-amine N=1C=NN2C1C=C(C=C2)OC2=C(C=C(C=C2)C2=NN1C(C(=N2)N)=C(C=C1)N1CC(CC1)NC)C